FC(C(=O)O)(C1=C(C=CC(=C1)F)C(F)(F)F)F α,α,5-trifluoro-2-(trifluoromethyl)-benzeneacetic acid